CC1=NN(C=C1)C(=O)N 3-methylpyrazole-1-carboxamide